(S)-2,2-dimethyl-N-(1-(pyridin-2-yl)ethyl)pentanamide CC(C(=O)N[C@@H](C)C1=NC=CC=C1)(CCC)C